(2-azidopropan-2-yl)-6-chloro-1-cyclobutoxy-2,7-naphthyridine N(=[N+]=[N-])C(C)(C)C=1N=C(C2=CN=C(C=C2C1)Cl)OC1CCC1